CC1=C(C(C(=O)[O-])=CC=C1)O.[NH4+] ammonium 3-methylsalicylate